ClC1=NC2=C(C(=C(C=C2C(=N1)N1C[C@H]2CC[C@@H](C1)N2C(=O)OC(C)(C)C)Cl)C2=CC(=CC1=CC=C(C=C21)F)OCOC)F tert-butyl (1R,5S)-3-((S or R)-2,6-dichloro-8-fluoro-7-(7-fluoro-3-(methoxymethoxy)naphthalene-1-yl)quinazoline-4-yl)-3,8-diazabicyclo[3.2.1]octane-8-carboxylate